N-[(5-cyclopropyl-6-fluoropyridin-2-yl)(phenyl)methyl]-4-fluoro-1-[2-(4-methyl-1,3-oxazol-2-yl)acetyl]pyrrolidine-2-carboxamide C1(CC1)C=1C=CC(=NC1F)C(NC(=O)C1N(CC(C1)F)C(CC=1OC=C(N1)C)=O)C1=CC=CC=C1